2-(difluoromethyl)-7-(3-(4,4-difluoropiperidin-1-yl)-7,8-dihydro-1,6-naphthyridin-6(5H)-yl)-8,9-dimethyl-4H-pyrimido[1,2-b]pyridazin-4-one FC(C=1N=C2N(N=C(C(=C2C)C)N2CC=3C=C(C=NC3CC2)N2CCC(CC2)(F)F)C(C1)=O)F